2,3-dipropyl-4-ethyl-2-methylpentane-1,5-diol C(CC)C(CO)(C(C(CO)CC)CCC)C